FC1=C(C=CC=C1)C1=NN2C(OCC(C2)O)=C1C(=O)N[C@@H]1C(NC2=C(C(=N1)C1=CC=CC=C1)C=CC=C2F)=O 2-(2-Fluorophenyl)-6-hydroxy-N-[(3S)-9-fluoro-2-oxo-5-phenyl-1,3-dihydro-1,4-benzodiazepin-3-yl]-6,7-dihydro-5H-pyrazolo[5,1-b][1,3]oxazine-3-carboxamide